C(CC)N(CC(C)N(CCC)CCC)CCC Tetrapropylpropylenediamine